tetradecyl-trimethyl-phosphine chloride [Cl-].C(CCCCCCCCCCCCC)CP(C)C